O=C1NC(CCC1N1C(C2=CC=C(C=C2C1=O)CN1CCC(=CC1)C1=C2C=CN=CC2=CC=C1)=O)=O 2-(2,6-dioxopiperidin-3-yl)-5-((4-(isoquinolin-5-yl)-3,6-dihydropyridin-1(2H)-yl)methyl)isoindoline-1,3-dione